BrC=1C=C2C(=C(C=NC2=CC1)[N+](=O)[O-])NCCCC(C)OC1=C(C=C(C=C1)F)[C@@H]1N(C[C@H](C1)F)C(=O)OC(C)(C)C tert-butyl (2R,4S)-2-(2-(5-(6-bromo-3-nitroquinolin-4-ylamino) pent-2-yloxy)-5-fluorophenyl)-4-fluoropyrrolidine-1-carboxylate